FC=1C=C(C=CC1B1OC(C(O1)(C)C)(C)C)NC(C(C1=CC(=CC=C1)F)CC(=O)O)=O.CC12C(C(C(CC1)(C2(C)C)C)=O)=CC2=CC=CC=C2 methylbenzylenecamphor 2-((3-fluoro-4-(4,4,5,5-tetramethyl-1,3,2-dioxaborolan-2-yl)phenyl)amino)-1-(3-fluorophenyl)-2-oxoethyl-acetate